NC=1C=2N(C3=CC(=C(C=C3N1)Cl)C(=O)N1[C@H]3C4=C([C@@H](CC1)C3)C=C(C=C4)OC(F)F)C=NC2 (4-amino-7-chloroimidazo[1,5-a]quinoxalin-8-yl)((1R,5S)-7-(difluoromethoxy)-1,3,4,5-tetrahydro-2H-1,5-methanobenzo[c]azepin-2-yl)methanone